CC1=C(C=CC=C1NC(C1=NC=C(C=C1)CNC(CO)CO)=O)C1=C(C(=CC=C1)NC(C1=NC=C(C=C1)CNC(CO)CO)=O)C N,N'-(2,2'-dimethyl-[1,1'-biphenyl]-3,3'-diyl)bis(5-(((1,3-dihydroxypropan-2-yl)amino)methyl)picolinamide)